ClC=1N=CC(=NC1)CN1CC2=C(CC1)N=C(N2)C2=NNC1=CC(=CC=C21)C2=CC(=C(C=C2CC)O)F 4-[3-[5-[(5-chloropyrazin-2-yl)methyl]-3,4,6,7-tetrahydroimidazo-[4,5-c]pyridin-2-yl]-1H-indazol-6-yl]-5-ethyl-2-fluoro-phenol